BrC1=C2C=CC(=CC2=C(C2=CC=C(C=C12)C1=CC(=CC(=C1)C(C)(C)C)C(C)(C)C)C=1C2=CC=C(C=C2C(=C2C=CC(=CC12)C1=CC(=CC(=C1)C(C)(C)C)C(C)(C)C)Br)C1=CC(=CC(=C1)C(C)(C)C)C(C)(C)C)C1=CC(=CC(=C1)C(C)(C)C)C(C)(C)C 10,10'-dibromo-2,2',6,6'-tetrakis(3,5-di-t-butylphenyl)-9,9'-bianthracene